CC1C=2N(CCN1)C(NC2)(C)C2=NSC=N2 8-methyl-3-(3-methyl-5,6,7,8-tetrahydroimidazo[1,5-a]pyrazin-3-yl)-1,2,4-thiadiazole